ClC1=C(C=C(C(=C1)Cl)OC)NC(COCC(=O)O)=O 2-(2-((2,4-dichloro-5-methoxyphenyl)amino)-2-oxoethoxy)acetic acid